(3-trifluoromethyl-benzyl)-proline FC(C=1C=C(CN2[C@@H](CCC2)C(=O)O)C=CC1)(F)F